C(CCCCCCCCCCCCC)C1(C2=CC=CC=C2C=2C=CC=CC12)CCCCCCCCCCCCCC 9,9-ditetradecyl-9H-fluorene